(E)-3-(pyridin-3-yl)acryloyl chloride N1=CC(=CC=C1)/C=C/C(=O)Cl